C[C@H]1N(CCOC1)C=1C=C2C3=C(N(N=C3CCN(C2C)S(=O)(=O)C2(CC2)C)C2=NNC=C2)N1 (3R)-3-methyl-4-(6-methyl-7-((1-methylcyclopropyl)sulfonyl)-2-(1H-pyrazol-3-yl)-6,7,8,9-tetrahydro-2H-1,2,3,7-tetraazabenzo[cd]azulene-4-yl)morpholine